(R)-N-(1-(4-aminophenyl)ethyl)-3-(pyridin-4-yl)-1,7-dihydroimidazo[4,5-f]indazole-6-carboxamide NC1=CC=C(C=C1)[C@@H](C)NC(=O)C=1NC2=C(C=C3C(=NNC3=C2)C2=CC=NC=C2)N1